C1=CC=C2C(C(C3=CC=CC=4C(C(C1=C2C34)=O)=O)=O)=O pyrene-4,5,9,10-tetraone